C(C1=CC=CC=C1)N(CCCOCCCNC(OC(C)(C)C)=O)CCC tert-Butyl (3-(3-(benzyl(propyl)amino)propoxy)propyl)carbamate